4,4''-bis{(biphenyl-4-yl)-(phenyl-d5)amino}-1,1':4',1''-terphenyl C1(=CC=C(C=C1)N(C1=CC=C(C=C1)C1=CC=C(C=C1)C1=CC=C(C=C1)N(C1=C(C(=C(C(=C1[2H])[2H])[2H])[2H])[2H])C1=CC=C(C=C1)C1=CC=CC=C1)C1=C(C(=C(C(=C1[2H])[2H])[2H])[2H])[2H])C1=CC=CC=C1